C1(=CC=CC=C1)[C@@]1([C@@H](CCC1)NC1=CC=CC=C1)C1=NC=CC=C1 N-((1R,2S)-2-phenyl-2-(pyridine-2-yl)cyclopentyl)aniline